CS(=O)(=O)C1=C(C=CC(=C1)C(F)(F)F)C(=O)C2=C(ON=C2)C3CC3 The molecule is a member of the class of isoxazoles that is 1,2-oxazole substituted by a 2-(methanesulfonyl)-4-(trifluoromethyl)benzoyl group and a cyclopropyl group at positions 4 and 5, respectively. It is a 4-hydroxyphenylpyruvate dioxygenase inhibitor which is used as a herbicide for weed control in maize and sugarcane. It has a role as an EC 1.13.11.27 (4-hydroxyphenylpyruvate dioxygenase) inhibitor, a proherbicide and an agrochemical. It is a member of cyclopropanes, a member of isoxazoles, an aromatic ketone, a member of (trifluoromethyl)benzenes and a sulfone.